3-HYDROXY-5-METHYLHEXANOIC ACID OC(CC(=O)O)CC(C)C